2-((1,4-dioxan-2-yl)methoxy)-4-(benzyloxy)-6-((4-ethoxyphenyl)ethynyl)pyridine O1C(COCC1)COC1=NC(=CC(=C1)OCC1=CC=CC=C1)C#CC1=CC=C(C=C1)OCC